((5R)-7,7-dimethyl-5-phenyl-4,5,6,7-tetrahydropyrazolo[1,5-a]pyrimidin-3-yl)(1-(3-methylphenyl)-3-azabicyclo[3.1.0]hex-3-yl)methanone CC1(C[C@@H](NC=2N1N=CC2C(=O)N2CC1(CC1C2)C2=CC(=CC=C2)C)C2=CC=CC=C2)C